N1C=C(C2=CC=CC=C12)CCCC(=O)O 4-(1H-indole-3-yl)butyric acid